N[C@H](C(=O)N[C@H](C(=O)NC1=CC=C(C=C1)CO[Si](C1=CC=CC=C1)(C1=CC=CC=C1)C(C)(C)C)CCCCNC(C1=CC=C(C=C1)C)(C1=CC=CC=C1)C1=CC=CC=C1)C(C)C (S)-2-((S)-2-amino-3-methylbutanamido)-N-(4-(((tert-butyldiphenylsilyl)oxy)methyl)phenyl)-6-((diphenyl(p-tolyl)methyl)amino)hexanamide